7-chloro-4(3H)-quinazolinone ClC1=CC=C2C(NC=NC2=C1)=O